FC=1C=C(C=CC1)S(=O)(=O)N1CC(C1)S(=O)(=O)N1C2=C(OCC1)C(=CN=C2)C2=CC=C(C#N)C=C2 4-(4-((1-((3-fluorophenyl)sulfonyl)azetidin-3-yl)sulfonyl)-3,4-dihydro-2H-pyrido[4,3-b][1,4]oxazin-8-yl)benzonitrile